3-(5-(trifluoromethyl)-2,3-dihydrobenzofuran-2-yl)benzonitrile FC(C=1C=CC2=C(CC(O2)C=2C=C(C#N)C=CC2)C1)(F)F